4-amino-2,3-dihydrofuro[3,2-c][1,7]naphthyridine-8-carboxylic acid NC1=NC=2C=NC(=CC2C2=C1CCO2)C(=O)O